C(CCCCC)C(C(=O)O)CC.C(CCC)(=O)OCCCCCC Hexyl Butyrate (hexyl butanoate)